ClC1=NN=C(C2=CC=C(C=C12)F)C1=C(C=C(C=C1)C)OC 4-chloro-6-fluoro-1-(2-methoxy-4-methylphenyl)phthalazine